7-azido-1-cyclopropyl-6-fluoro-4-oxo-1,4-dihydroquinoline-3-carbaldehyde N(=[N+]=[N-])C1=C(C=C2C(C(=CN(C2=C1)C1CC1)C=O)=O)F